2,5-dimethyl-4-aminophenol CC1=C(C=C(C(=C1)N)C)O